(2-Fluoro-4-(1-(quinolin-6-ylmethyl)-1H-[1,2,3]triazolo[4,5-b]pyrazin-6-yl)phenyl)dimethyl-phosphine Oxide FC1=C(C=CC(=C1)C1=CN=C2C(=N1)N(N=N2)CC=2C=C1C=CC=NC1=CC2)P(C)(C)=O